(7-bromoheptyl)carbamic acid tert-butyl ester C(C)(C)(C)OC(NCCCCCCCBr)=O